FC1=CC=C(C=C1)C1=NC=2C(=NC=CC2)N1C=1C=C2C=NNC2=CC1 2-(4-Fluorophenyl)-3-(1H-indazol-5-yl)imidazo[4,5-b]pyridin